(R)-N'-((3-isopropyl-6-(trifluoromethyl)pyridin-2-yl)carbamoyl)-6,6-dimethyl-6,7-dihydro-5H-pyrazolo[5,1-b][1,3]oxazine-3-sulfonimidamide C(C)(C)C=1C(=NC(=CC1)C(F)(F)F)NC(=O)N=[S@](=O)(N)C=1C=NN2C1OCC(C2)(C)C